C(C1=CC=CC=C1)N(C(C(=O)OCC)=O)CC1=NC=C(C=C1)C ethyl 2-[benzyl-[(5-methyl-2-pyridyl)methyl]amino]-2-oxo-acetate